S1N=CN=C1C1=CC=[N+](C=C1)CC(=O)NCCC(=O)Cl 3-[[2-[4-(1,2,4-thiadiazol-5-yl)pyridin-1-ium-1-yl]acetyl]amino]propanoic Acid Chloride